4-(2-Fluoroaziridin-1-yl)-N-(3-phenylpropyl)-1H-benzo[d]imidazole-1-carboxamide FC1N(C1)C1=CC=CC=2N(C=NC21)C(=O)NCCCC2=CC=CC=C2